(3-(3-cyano-6-(1-methyl-1H-pyrazol-4-yl)pyrazolo[1,5-a]pyridin-4-yl)quinolin-7-yl)acrylamide C(#N)C=1C=NN2C1C(=CC(=C2)C=2C=NN(C2)C)C=2C=NC1=CC(=CC=C1C2)C(C(=O)N)=C